ClC=1N=C(C2=C(N1)C(=C(N=C2C)Cl)F)N2CCC1(CC1)CC2 2,7-Dichloro-8-fluoro-5-methyl-4-(6-azaspiro[2.5]oct-6-yl)pyrido[4,3-d]pyrimidine